FC=1C=C(C=CC1)NCC=1C=CC(=C(C1)N1C(CCC1=O)C(=O)N)OC (5-(((3-fluorophenyl)amino)methyl)-2-methoxyphenyl)-5-oxopyrrolidine-2-carboxamide